C(C=C)C1(/C(/CCCC1)=N/OS(=O)(=O)C1=CC=C(C)C=C1)C(=O)OCC ethyl (E)-1-allyl-2-((tosyloxy)imino)cyclohexane-1-carboxylate